FC1=CC(=C(C=C1)C=C)C 4-fluoro-2-methyl-1-vinyl-benzene